FC(CCN1N=C(C=C1)N)(F)F 1-(3,3,3-trifluoropropyl)-1H-pyrazol-3-amine